C(CCCCC)OC1=CC=C(C=C1)NC1=CC=C(C=C1)OCCCCCC Bis[4-(hexyloxy)phenyl]amine